BrC=1C(=C(C=CC1)C=1OC2=C(N1)C=C(C=C2C(F)(F)F)CN2CCCC2)C 2-(3-bromo-2-methyl-phenyl)-5-(pyrrolidin-1-ylmethyl)-7-(trifluoromethyl)-1,3-benzoxazole